C(CC)C(CN)(CN)CCC dipropyl-1,3-propanediamine